BrC1=CC=C(C=C1)[C@@H]1[C@H]([C@@H](C[C@@H](C1)OC1=CC=CC=C1)C(NC1=C(C=C(C=C1)C(F)(F)F)F)=O)C(=O)O (1R,2S,4R,6R)-2-(4-bromophenyl)-6-((2-fluoro-4-(trifluoromethyl)phenyl)carbamoyl)-4-phenoxycyclohexane-1-carboxylic acid